2-[rac-5-(difluoromethyl)-3-[(3R,4S)-3-fluoro-4-hydroxy-piperidine-1-carbonyl]-5,6-dihydro-4H-cyclopenta[c]pyrazol-1-yl]-1-[4-(2,3-dimethylphenyl)piperazin-1-yl]ethanone FC([C@@H]1CC2=C(N(N=C2C(=O)N2C[C@H]([C@H](CC2)O)F)CC(=O)N2CCN(CC2)C2=C(C(=CC=C2)C)C)C1)F |&1:2|